4-{5-[(1H-benzotriazol-1-yl)methyl]-5H-pyrrolo[3,2-c]pyridin-2-yl}benzonitrile N1(N=NC2=C1C=CC=C2)CN2C=C1C(C=C2)=NC(=C1)C1=CC=C(C#N)C=C1